(3S,4R,5R)-3-azido-4,5-bis(methylsulfonyloxy)cyclohex-1-enecarboxylic acid ethyl ester C(C)OC(=O)C1=C[C@@H]([C@H]([C@@H](C1)OS(=O)(=O)C)OS(=O)(=O)C)N=[N+]=[N-]